[4-(2-fluoroethyl)piperazin-1-yl]-2-(3-fluorophenyl)pyrazolo[1,5-a]pyrimidine-3-carbonitrile FCCN1CCN(CC1)C1=NC=2N(C=C1)N=C(C2C#N)C2=CC(=CC=C2)F